ClC1=NC(=CC(=C1)C1=C(N=C(S1)NC(=O)N1C[C@H](NCC1)C(=O)N)C1=CC(=CC=C1)C#N)C (3S)-N1-[5-(2-Chloro-6-methyl-4-pyridyl)-4-(3-cyanophenyl)thiazol-2-yl]piperazin-1,3-dicarboxamid